1-(2-bromophenyl)-4-methyl-5-oxo-4,5-dihydro-1H-1,2,4-triazole-3-carboxamide BrC1=C(C=CC=C1)N1N=C(N(C1=O)C)C(=O)N